O1C(COCC1)CC(=O)ON1C(C2=CC=CC=C2C1=O)=O 1,3-dioxoisoindolin-2-yl 2-(1,4-dioxan-2-yl)acetate